OC1(CCCCC1)CNC(CC1C(NC2=C(S1)N=CC=C2)=O)=O N-((1-hydroxycyclohexyl)methyl)-2-(2-oxo-2,3-dihydro-1H-pyrido[2,3-b][1,4]thiazin-3-yl)acetamide